O[C@@H](C(=O)O[C@H](C)CCO)C (R)-4-hydroxybut-2-yl (R)-2-hydroxypropionate